COC(=O)C1N(CCN(C1)S(=O)(=O)C1=CC=C(C=C1)[N+](=O)[O-])C(C1=CC(=C(C(=C1)OCC1=CC=CC=C1)OCC1=CC=CC=C1)OCC1=CC=CC=C1)=O 4-((4-nitrophenyl)sulfonyl)-1-(3,4,5-tri(benzyloxy)benzoyl)piperazine-2-carboxylic acid methyl ester